(E)-1-(4-Butoxy-2-hydroxyphenyl)-3-(4-hydroxy-3-methoxyphenyl)prop-2-en-1-one C(CCC)OC1=CC(=C(C=C1)C(\C=C\C1=CC(=C(C=C1)O)OC)=O)O